methoxy-2',6-dimethyl-bipyridine COC=1C(=NC(=CC1)C)C1(NC=CC=C1)C